FC1=C(C=C(C=C1)[N+](=O)[O-])C1(N=CN(S(C1)(=O)=O)C)C 5-(2-fluoro-5-nitrophenyl)-2,5-dimethyl-1,1-dioxo-1,2,4-thiadiazin